4-(7-{[2-(Ethylsulfonyl)-1,2,3,4-tetrahydroisoquinolin-6-yl]methyl}-2,7-diazaspiro[3.5]non-2-yl)-6-(2,2,2-trifluoroethyl)quinazoline C(C)S(=O)(=O)N1CC2=CC=C(C=C2CC1)CN1CCC2(CN(C2)C2=NC=NC3=CC=C(C=C23)CC(F)(F)F)CC1